3-((4-Carbamoylphenoxy)methyl)-4-chlorobenzo[b]thiophene-2-carboxylic acid C(N)(=O)C1=CC=C(OCC=2C3=C(SC2C(=O)O)C=CC=C3Cl)C=C1